FC1=C(C=CC(=N1)C(=O)NC)N1CCN(CC1)CC=1C=CC=2C3=C(C(NC2C1F)=O)CC(O3)([2H])[2H] 6-fluoro-5-(4-((6-fluoro-4-oxo-2,3,4,5-tetrahydrofuro[3,2-c]quinolin-7-yl-2,2-d2)methyl)piperazin-1-yl)-N-methylpicolinamide